CN(\C=C(\C(=O)OCC)/[N+]#[C-])C ethyl (Z)-3-(dimethylamino)-2-isocyanoacrylate